CC1NCCCCN(C(CNCCCN(CCNC1)C)C)C 2,7,13,14-tetramethyl-1,4,7,11,14-pentaazacyclooctadecane